(5-cyclopropyl-1,2,4-oxadiazol-3-yl)methanol C1(CC1)C1=NC(=NO1)CO